CN1CC(C1)OC=1C=C2CN(CC2=CC1)C=O (5-((1-methylazetidin-3-yl)oxy)isoindolin-2-yl)methanone